methyl 6,8-difluoro-2-oxo-7-(trifluoromethyl)-1,2-dihydroquinoline-3-carboxylate FC=1C=C2C=C(C(NC2=C(C1C(F)(F)F)F)=O)C(=O)OC